5-Methyl-2-[(E)-3-methylpent-2-enyl]benzene-1,3-diol CC=1C=C(C(=C(C1)O)C\C=C(\CC)/C)O